6-(2,5-Dichloropyrimidin-4-yl)-8-fluoro-2,3-dimethyl-3,4-dihydro-5-oxa-1,2a-diazaacenaphthene ClC1=NC=C(C(=N1)C1=C2OCC(N3C(NC(C(=C1)F)=C32)C)C)Cl